1-trityl-pyrazolo[3,4-c]pyridine C(C1=CC=CC=C1)(C1=CC=CC=C1)(C1=CC=CC=C1)N1N=CC=2C1=CN=CC2